isobutoxyzirconium tribromide [Br-].[Br-].[Br-].C(C(C)C)O[Zr+3]